ClC1=C(C=CC=C1)N=C(N)C1=C(C=2N(N=C1)C=C(C2)C=2C=NC=NC2)NC2CCCC2 N'-(2-chlorophenyl)-4-(cyclopentylamino)-6-pyrimidin-5-yl-pyrrolo[1,2-b]pyridazine-3-carboxamidine